C(C1=CN=CC=C1)(=O)OC1=C(C(=CC(=C1)Cl)C=NC(CC1=CC=C(C=C1)O)C(CO)=O)O 5-chloro-2-hydroxy-3-((4-hydroxy-1-(4-hydroxyphenyl)-3-oxobutan-2-ylimino)methyl)phenyl nicotinate